F[B-](F)(F)F.C(CCC(C)C)C=1NC=C[N+]1C i-hexyl-3-methylimidazolium tetrafluoroborate